3-fluoro-7-(4-(trifluoromethyl)phenoxy)chroman-4-amine FC1COC2=CC(=CC=C2C1N)OC1=CC=C(C=C1)C(F)(F)F